ClC=1C(=C(C(=CC1)F)C(C)=O)O 1-(3-chloro-6-fluoro-2-hydroxy-phenyl)ethanone